OC1=C(OC2=C(C(=CC(=C2C1=O)O)OC)O)C1=CC=C(C=C1)OC 3,5,8-trihydroxy-4',7-dimethoxyflavone